CC1=C(C=CC(=C1)C)[N+]#[C-] 2,4-DIMETHYLPHENYL ISOCYANIDE